C=1(C(O)=CC=C(\C=C\C)C1)OC E-isoeugenol